4-methyl-triazine CC1=NN=NC=C1